4-cyano-5,6-dihydropyrido[3,4-d]pyrimidine-7(8H)-carboxylic acid tert-butyl ester C(C)(C)(C)OC(=O)N1CC=2N=CN=C(C2CC1)C#N